5-methyl-3-(2-(3-(3-chlorophenyl)-4-oxothiazolidin-2-ylidene)hydrazono)-1H-indol-2-one CC=1C=C2C(C(NC2=CC1)=O)=NN=C1SCC(N1C1=CC(=CC=C1)Cl)=O